COC=1C=C(C=NC1OC)NC=C1C(OC(OC1=O)(C)C)=O 5-[[(5,6-dimethoxypyridin-3-yl)amino]methylene]-2,2-dimethyl-1,3-dioxane-4,6-dione